3-(6-(azidomethyl)-1-(1-(thiazol-2-yl)piperidin-4-yl)-1H-indol-3-yl)benzonitrile N(=[N+]=[N-])CC1=CC=C2C(=CN(C2=C1)C1CCN(CC1)C=1SC=CN1)C=1C=C(C#N)C=CC1